C(C)P([O-])(=O)C.[Zn+2].C(C)P([O-])(=O)C Zinc Ethylmethylphosphinate